11-vinyl-8-octadecendioic acid C(=C)C(CC=CCCCCCCC(=O)O)CCCCCCC(=O)O